CC=1C=C(C=CC1OC1=CC2=C(N(C=N2)C)C=C1)NC1=NC=NC2=CC3=C(C=C12)N1CCN[C@H](CO3)C1 (10S)-N-(3-methyl-4-((1-methyl-1H-benzo[d]imidazol-5-yl)oxy)phenyl)-8,9,10,11-tetrahydro-7H-6,10-methano[1,4,7]oxadiazonino[3,2-g]quinazolin-4-amine